C1(=CC=CC=C1)S(=O)(=O)N1C=CC=2C1=NC(=CC2)C#N 1-(benzenesulfonyl)pyrrolo[2,3-b]pyridine-6-carbonitrile